1,3,3-trimethylbicyclo[2.2.1]heptan-2-ol CC12C(C(C(CC1)C2)(C)C)O